BrC1=CC=C(C=C1)[C@@H](C)N R-1-(4-bromophenyl)ethylamine